2-methoxy-4-(2-propyl)phenol COC1=C(C=CC(=C1)C(C)C)O